tert-butyl 2-[2-[2-([3-[3-methyl-1-(1-methyl-2,6-dioxopiperidin-3-yl)-2-oxo-1,3-benzodiazol-5-yl]prop-2-yn-1-yl]oxy)ethoxy] ethoxy]acetate CN1C(N(C2=C1C=C(C=C2)C#CCOCCOCCOCC(=O)OC(C)(C)C)C2C(N(C(CC2)=O)C)=O)=O